CN1N=C(C=2SCCNC21)C 1,3-dimethyl-1,5,6,7-tetrahydropyrazolo[4,3-b][1,4]thiazine